O1C(OCC1)C1=NC2=CC=CC=C2C=C1CO (2-(1,3-dioxolane-2-yl)quinoline-3-yl)methanol